CN1N=C(C(=C1)C=1C(=NC(=CC1)C(=O)N)C=1C=NC=CC1)C1=NC=CC=C1 (1-methyl-3-(pyridin-2-yl)-1H-pyrazol-4-yl)-[2,3'-bipyridine]-6-carboxamide